[Si](C)(C)(C(C)(C)C)OC(C)(C)C1=CC=NC(=C1F)Cl 4-(2-((tert-butyldimethylsilyl)oxy)propan-2-yl)-6-chloro-5-fluoropyridin